FC1=C2C(=CC(=NC2=CC(=C1C#CC(C)(C)F)F)C=1C=C(C#N)C=CC1S(=O)(=O)C)OC 3-(5,7-Difluoro-6-(3-fluoro-3-methylbut-1-yn-1-yl)-4-methoxyquinolin-2-yl)-4-(methylsulfonyl)benzonitrile